tert-butyl 4-((methylsulfonyl) oxy)piperidine-1-carboxylate CS(=O)(=O)OC1CCN(CC1)C(=O)OC(C)(C)C